3-methyl-5-((4-(7-methyl-[1,2,4]triazolo[1,5-a]pyridin-6-yl)piperidin-1-yl)sulfonyl)-2,3-dihydrofuro[2,3-b]pyridine CC1COC2=NC=C(C=C21)S(=O)(=O)N2CCC(CC2)C=2C(=CC=1N(C2)N=CN1)C